Natrium Glycin Carbonat C([O-])([O-])=O.NCC(=O)O.[Na+].[Na+]